C(C)(C)(C)OC(NCC1(OC2=C(C1)C(=C(C=C2)Cl)B2OC(C(O2)(C)C)(C)C)C2=CC=CC=1OC(OC12)(F)F)=O tert-butyl-((5-chloro-2-(2,2-difluorobenzo[d][1,3]dioxol-4-yl)-4-(4,4,5,5-tetramethyl-1,3,2-dioxaborolan-2-yl)-2,3-dihydrobenzofuran-2-yl)methyl)carbamate